1-(2-{[(4aS,7aR)-1-methyl-octahydro-1H-cyclopenta[b]pyridin-4a-yl]methoxy}-7-(8-ethynyl-7-fluoro-3-hydroxynaphthalen-1-yl)-8-fluoroquinazolin-4-yl)-3-methylpiperidin-3-ol CN1[C@H]2[C@@](CCC1)(CCC2)COC2=NC1=C(C(=CC=C1C(=N2)N2CC(CCC2)(O)C)C2=CC(=CC1=CC=C(C(=C21)C#C)F)O)F